N-[2-heptyl]-N-methyl-propargylamine CC(CCCCC)N(C)CC#C